3-hydroxy-6-[1-oxo-3-(4-hydroxyphenyl)prop-2-enyl]phenolate OC=1C=C(C(=CC1)C(C=CC1=CC=C(C=C1)O)=O)[O-]